tert-butyl (4-((4-acetylphenyl)thio)phenyl)carbamate C(C)(=O)C1=CC=C(C=C1)SC1=CC=C(C=C1)NC(OC(C)(C)C)=O